CC1=NC=CC(=N1)C1=CC=C(CC2=C3C(=NC(=C2)C(=O)O)C=CO3)C=C1 7-(4-(2-methylpyrimidin-4-yl)benzyl)furo[3,2-b]pyridine-5-carboxylic acid